1,5-bis(chloromethyl)naphthalene ClCC1=CC=CC2=C(C=CC=C12)CCl